3-Methoxy-4-(piperazin-1-yl)benzonitrile COC=1C=C(C#N)C=CC1N1CCNCC1